tert-butyl N-tert-butoxycarbonyl-N-[2-[2-[2-[2-[2-[2-[2-[2-[2-(3-chloro-5-nitro-phenoxy)ethoxy]ethoxy] ethoxy]ethoxy]ethoxy]ethoxy] ethoxy]ethoxy]ethyl]carbamate C(C)(C)(C)OC(=O)N(C(OC(C)(C)C)=O)CCOCCOCCOCCOCCOCCOCCOCCOCCOC1=CC(=CC(=C1)[N+](=O)[O-])Cl